2-benzyl-7-((tert-butyldiphenyl-silyl)oxy)-2-azaspiro[4.5]decane-1-carbonitrile C(C1=CC=CC=C1)N1C(C2(CC1)CC(CCC2)O[Si](C2=CC=CC=C2)(C2=CC=CC=C2)C(C)(C)C)C#N